COC=1C=CC=C2C=C(N(C12)C1=C(C=CC=C1)[Si](C)(C)C)[Si](C)(C)C 7-methoxy-2-(trimethylsilyl)-1-(2-(trimethylsilyl)phenyl)-1H-indole